CN1C(=NC2=C1C=C(C=C2C)C2=CC(=C(CN1CCC(CC1)N(C)C)C(=C2)F)F)C2=CC=C(C=C2)S(=O)(=O)C 1-(4-(1,4-Dimethyl-2-(4-(methylsulfonyl)phenyl)-1H-benzo[d]imidazol-6-yl)-2,6-difluorobenzyl)-N,N-dimethylpiperidin-4-amin